OC(CC1=CC=C(C=C1)CC1=CC=C(C=C1)C(C(C)(C)O)=O)(C(=O)CC)C 2-hydroxy-1-{4-[4-(2-hydroxy-2-methyl-propanoyl)-benzyl]-phenyl}-2-methylpropione